N-(6-((5-bromo-2-((5-ethyl-4-(4-(4-isopropylpiperazin-1-yl)piperidin-1-yl)-2-methoxyphenyl)amino)pyrimidin-4-yl)amino)quinoxalin-5-yl)methanesulfonamide BrC=1C(=NC(=NC1)NC1=C(C=C(C(=C1)CC)N1CCC(CC1)N1CCN(CC1)C(C)C)OC)NC=1C(=C2N=CC=NC2=CC1)NS(=O)(=O)C